S(=O)(=O)(OCC1=NC=NC(=C1)C1=CN=C2N1N=C(C=C2)C(F)F)[O-] (1-(6-(6-(difluoromethyl) imidazo[1,2-b]pyridazin-3-yl) pyrimidin-4-yl) methyl) sulfate